N1C=C(C=2C1=CC=NC2)C=2SC=C(N2)C=2C=C(C=CC2)[C@@]2(C(CC1=CC=NC=C12)(C)C)O (R)-7-(3-(2-(1H-pyrrolo[2,3-d]pyridin-3-yl)thiazol-4-yl)phenyl)-6,6-dimethyl-6,7-dihydro-5H-cyclopenta[d]pyridin-7-ol